C(C(C)C)(=O)O.CC(C(CCO)O)C 4-methyl-1,3-pentanediol isobutyrate